BrC=1C(=NC(=CC1Cl)C1CC1)CNC(=O)C1CC1 N-[(3-bromo-4-chloro-6-cyclopropylpyridin-2-yl)methyl]cyclopropanecarboxamide